(R)-2-cyclopropyl-2-((9-(difluoromethyl)-6-(((3RS,4RS)-4-fluoropyrrolidin-3-yl)amino)-9H-purin-2-yl)amino)ethan-1-ol hydrochloride Cl.C1(CC1)[C@H](CO)NC1=NC(=C2N=CN(C2=N1)C(F)F)N[C@@H]1CNC[C@H]1F |&1:21,25|